COCC1=NN(C(=C1)O)C 3-(methoxymethyl)-1-methyl-1H-pyrazol-5-ol